octadecynoic acid CCCCCCCCCCCCCCCC#CC(=O)O